FC(OC1=CC=C(C=C1)C1=CC=C(O1)C=O)(F)F 5-(4-trifluoromethoxyphenyl)furan-2-formaldehyde